(R)-N-(4-(4-amino-3-(4-(pyrrolidine-1-carbonyl)cyclohex-1-en-1-yl)pyrazolo[1,5-a]pyrazin-2-yl)phenyl)methacrylamide NC=1C=2N(C=CN1)N=C(C2C2=CC[C@@H](CC2)C(=O)N2CCCC2)C2=CC=C(C=C2)NC(C(=C)C)=O